(4-[2-(PYRIDIN-2-YLSULFANYL)ETHOXY]PHENYL)BORANEDIOL N1=C(C=CC=C1)SCCOC1=CC=C(C=C1)B(O)O